NC1=CC(=C(OC=2C=CC(N(C2)C2=CCCCC2)=O)C(=C1)Cl)Cl 5-(4-amino-2,6-dichlorophenoxy)-1-(cyclohex-1-en-1-yl)pyridin-2(1H)-one